N1=C2C(=CC=C1)CN(C2)CC(=O)NC=2C=C(C(=NC2)C)NC(=O)C2=NN=C1N2C=CC(=C1)C=1C=NN(C1)C N-(5-(2-(5,7-dihydro-6H-pyrrolo[3,4-b]pyridin-6-yl)acetamido)-2-methylpyridin-3-yl)-7-(1-methyl-1H-pyrazol-4-yl)-[1,2,4]triazolo[4,3-a]pyridine-3-carboxamide